C(C)(=O)O[C@H]1CC[C@@]2(C3CC[C@@]4(C(=CCC4C3CC=C2C1)N1C=NC(=C1)Cl)C)C (3S,10R,13S)-17-(4-chloro-1H-imidazol-1-yl)-10,13-dimethyl-2,3,4,7,8,9,10,11,12,13,14,15-dodecahydro-1H-cyclopenta[a]phenanthren-3-yl acetate